OC1=CC=2N(C=C1)N=CC2C2CCN(CC2)C(=O)OC(C)(C)C tert-butyl 4-(5-hydroxypyrazolo[1,5-a]pyridin-3-yl)piperidine-1-carboxylate